CS(=O)(=O)C12NCCCC2C1 (methylsulfonyl)-2-azabicyclo[4.1.0]heptan